(rac)-ethyl 3-(4-((tert-butyldimethylsilyl)oxy)butan-2-yl)-7-(3-(hydroxymethyl)-1,5-dimethyl-1H-pyrazol-4-yl)-6-methyl-1H-indole-2-carboxylate [Si](C)(C)(C(C)(C)C)OCC[C@@H](C)C1=C(NC2=C(C(=CC=C12)C)C=1C(=NN(C1C)C)CO)C(=O)OCC |r|